2-((3s,4s)-4-amino-3-methyl-2-oxa-8-azaspiro[4.5]decan-8-yl)-3-methyl-5-(1-phenylcyclopropyl)pyrimidin-4(3H)-one N[C@@H]1[C@@H](OCC12CCN(CC2)C2=NC=C(C(N2C)=O)C2(CC2)C2=CC=CC=C2)C